(2,2,2-2H3)Ethyl 2-[4-(1-methyl-1H-pyrazol-5-yl)piperidin-1-yl]-6-azaspiro[3.4]octane-6-carboxylate CN1N=CC=C1C1CCN(CC1)C1CC2(C1)CN(CC2)C(=O)OCC([2H])([2H])[2H]